C(C)OC=1C=2N(C=C(N1)C(=O)NC=1C=NN3C1N=CC(=C3)C)C=C(N2)C23COC(C2)(C3)C 8-Ethoxy-2-(1-methyl-2-oxabicyclo[2.1.1]hexan-4-yl)-N-(6-methylpyrazolo[1,5-a]pyrimidin-3-yl)imidazo[1,2-a]pyrazine-6-carboxamide